C(OC1=C(C=C(C(=C1Br)[N+](=O)[O-])C(C)(C)C)C(C)(C)C)(OC)=O 6-bromo-2,4-ditert-butyl-5-nitrophenyl methyl carbonate